BrC1=CC2=C(C(=NO2)C2=C(C=CC=C2)[C@H](CC2=NC(=CC=C2F)S(=O)(=O)C)N[S@@](=O)C(C)(C)C)C=C1 (S)-N-{(S)-1-[2-(6-Bromobenzo[d]isoxazol-3-yl)phenyl]-2-(3-fluoro-6-methylsulfonylpyridine-2-yl)ethyl}-2-methylpropane-2-sulfinamide